N=C(CCNC(=O)C=1N(C=C(C1)NC(=O)C=1N(C=C(C1)NC(C1=CC=C(C=C1)\C=C\C=1C=NC2=CC=CC=C2C1)=O)C)C)N1CCOCC1 (E)-N-(3-imino-3-morpholinopropyl)-1-methyl-4-(1-methyl-4-(4-(2-(quinolin-3-yl)vinyl)benzamido)-1H-pyrrole-2-carboxamido)-1H-pyrrole-2-carboxamide